N-Propyl-1,3-Propanediamine CCCNCCCN